(2,3,4,5-tetramethyl-1-cyclopentadienyl)(3-phenyl-1-indenyl)zirconium dichloride [Cl-].[Cl-].CC1=C(C(C(=C1C)C)C)[Zr+2]C1C=C(C2=CC=CC=C12)C1=CC=CC=C1